1-(4-chloro-3-(trifluoromethyl)phenyl)-3-(2-fluoro-4-hydroxyphenyl)urea ClC1=C(C=C(C=C1)NC(=O)NC1=C(C=C(C=C1)O)F)C(F)(F)F